C(C)(C)C(COC)(COC)CCC(C)C 2-isopropyl-2-isopentyl-1,3-Dimethoxypropane